COC1=CC=C(C=C1)N1C(=C(C(=C1C)C1=CC=CC=C1)C1=NC=CC=C1)CC1=CC=CC=C1 N-(4-methoxyphenyl)-3-(2-pyridyl)-5-methyl-2-benzyl-4-phenylpyrrole